2-(1-(2-methoxyethyl)-1H-pyrazol-4-yl)-N-(2-methyl-5-(3-(1-methylpyrrolidin-2-yl)propanamido)pyridin-3-yl)pyrazolo[5,1-b]thiazole-7-carboxamide COCCN1N=CC(=C1)C1=CN2C(S1)=C(C=N2)C(=O)NC=2C(=NC=C(C2)NC(CCC2N(CCC2)C)=O)C